C(CCCCC)N(CC(C(C(C(CO)O)O)O)O)CC=1N=NNC1 4-((hexyl(2,3,4,5,6-pentahydroxyhexyl)amino)methyl)-1H-1,2,3-triazol